C(C)(C)(C)OC(=O)NCCCC[C@@H](C(=O)O)NC[C@@H]([C@@H](C)O[Si](C)(C)C(C)(C)C)NC(C(C)C)=O (S)-6-((tert-butoxycarbonyl)amino)-2-((2S,3r)-3-((tert-butyldimethylsilyl)oxy)-2-isobutyrylaminobutylamino)hexanoic acid